FC=1C=C(C=C2C=NC(=NC12)N1CCN(CC1)C1COC1)CN1C[C@H]([C@@H](C1)COC)OC=1C=C2CN(C(C2=CC1)=O)[C@@H]1C(NC(CC1)=O)=O (3S)-3-(5-{[(3S,4S)-1-({8-fluoro-2-[4-(oxetan-3-yl)piperazin-1-yl]quinazolin-6-yl}methyl)-4-(methoxymethyl)pyrrolidin-3-yl]oxy}-1-oxo-2,3-dihydro-1H-isoindol-2-yl)piperidine-2,6-dione